Cl.COC(=O)C=1C=NN2C1C(=C(C=C2)N)OC 5-amino-4-methoxy-pyrazolo[1,5-a]pyridine-3-carboxylic acid methyl ester hydrochloride